3-chloro-5H-pyrrolo[3,2-b]pyrazine-6-carbonitrile ClC=1N=C2C(=NC1)C=C(N2)C#N